NC(C(C1=CC=CC=C1)SC1=C(C(=C(C(=N1)N(CC(=O)NCCCO)C)C#N)CC)C#N)=O 2-((6-((2-amino-2-oxo-1-phenylethyl)thio)-3,5-dicyano-4-ethylpyridin-2-yl)(methyl)amino)-N-(3-hydroxypropyl)acetamide